C(C(C(CO)O)O)O 1,2,3,4-butantetrol